[Na].C(CC)C1=C(C(=CC=C1)CCC)O 2,6-dipropylphenol sodium